BrC=1C=C(C(=C(C=O)C1)SC(C)(C)C)C 5-bromo-2-(tert-butylsulfanyl)-3-methylbenzaldehyde